C(#N)C1=CN(C=2N=CN=C(C21)N(CC2=CC=C(C=C2)C(F)(F)F)C2CC2)CC2CCN(CC2)CC(=O)N 2-(4-((5-cyano-4-(cyclopropyl(4-(trifluoromethyl)benzyl)amino)-7H-pyrrolo[2,3-d]pyrimidin-7-yl)methyl)piperidin-1-yl)acetamide